C(C)OC(C1=C(C(=C(C=C1OC)F)F)CSC1=CC=CC=C1)=O 3,4-difluoro-6-methoxy-2-[(phenylsulfanyl)methyl]benzoic acid ethyl ester